C(C)(=O)N1CC(C1)OC1=NC=C(C=C1C[C@@H](C(=O)O)N(C)C(=O)OC(C)(C)C)Cl (S)-3-(2-((1-acetylazetidin-3-yl)oxy)-5-chloropyridin-3-yl)-2-((tert-butoxycarbonyl)(methyl)amino)propanoic acid